3-[(3-chloro-2-methoxyphenyl)amino]-2-[3-[2-(morpholin-3-yl)ethynyl]pyridin-4-yl]-1H,5H,6H,7H-pyrrolo[3,2-c]pyridine-4-one ClC=1C(=C(C=CC1)NC1=C(NC2=C1C(NCC2)=O)C2=C(C=NC=C2)C#CC2NCCOC2)OC